{5-chloro-1-[(3S)-oxolan-3-yl]-6-(2H-1,2,3-triazol-2-yl)-1H-pyrrolo[2,3-b]pyridin-3-yl}[(2R,6R)-1-(5-fluoro-3-iodopyridin-2-yl)-2,6-dimethylpiperidin-4-yl]methanone ClC=1C=C2C(=NC1N1N=CC=N1)N(C=C2C(=O)C2C[C@H](N([C@@H](C2)C)C2=NC=C(C=C2I)F)C)[C@@H]2COCC2